2-nitro-benzene [N+](=O)([O-])C1=CC=CC=C1